4,4a,6,7,8,8a-hexahydropyrano[3,2-d][1,3]dioxin O1COCC2C1CCCO2